1-cycloheptene-1-formaldoxime C1(=CCCCCC1)C=NO